cis-2-(diphenylphosphino)-1-cyclohexanecarboxylic acid C1(=CC=CC=C1)P([C@@H]1[C@@H](CCCC1)C(=O)O)C1=CC=CC=C1